ClC=1C=C2C=NN=C(C2=C(C1)NCC1=CC=C(C=C1)OC)NCC 6-chloro-N1-ethyl-N8-[(4-methoxyphenyl)methyl]phthalazine-1,8-diamine